1-(1-{4-[(2S)-2,3-dihydro-1,4-benzodioxin-2-yl]phenyl}ethyl)piperidine-4-carboxylic acid O1[C@H](COC2=C1C=CC=C2)C2=CC=C(C=C2)C(C)N2CCC(CC2)C(=O)O